N-tertiary-butylethanolamine C(C)(C)(C)NCCO